9-[3-(4,6-diphenyl-1,3,5-triazin-2-yl)phenyl]-9'-phenyl-2,3'-bi-9H-Carbazole C1(=CC=CC=C1)C1=NC(=NC(=N1)C1=CC=CC=C1)C=1C=C(C=CC1)N1C2=CC=CC=C2C=2C=CC(=CC12)C=1C=CC=2N(C3=CC=CC=C3C2C1)C1=CC=CC=C1